C1(=CC=CC=C1)C1=COC=C1 3-Phenyl-furan